2-Hydroxyethylmethylacrylat OCCC=C(C(=O)[O-])C